C=12C3=CC=C4CCCC4=C3NC3=NN=C(S(N4CC5(CCN(CCOC(N=CC1)=C2)C5)C4)(=O)=O)N3 25-oxa-16λ6-thia-11,13,14,17,22,27,33-heptazaheptacyclo-[24.3.1.112,15.117,19.119,22.02,10.05,9]tritriaconta-1(29),2,4,9,12,14,26(30),27-octaene 16,16-dioxide